7-(4-(4-Chlorophenyl)piperidin-1-yl)-1-methyl-1,3-dihydro-2H-benzo[d]imidazol-2-one ClC1=CC=C(C=C1)C1CCN(CC1)C1=CC=CC2=C1N(C(N2)=O)C